(S)-6-(6-methoxy-3-pyridinyl)-N-(3-pyrrolidinyl)quinazolin-4-amine COC1=CC=C(C=N1)C=1C=C2C(=NC=NC2=CC1)N[C@@H]1CNCC1